CS(=O)(=O)OC1CC(C1)S(=O)(=O)C (3-methylsulfonyl cyclobutyl) methanesulfonate